FC=1C(=C(C=CC1)C1CCN(CC1)C(=O)C1=NNC2=C1CN(CC2)S(=O)(=O)C)C(F)(F)F (4-(3-fluoro-2-(trifluoromethyl)phenyl)piperidin-1-yl)(5-(methylsulfonyl)-4,5,6,7-tetrahydro-1H-pyrazolo[4,3-c]pyridin-3-yl)methanone